2-amino-5-(4-(1-ethylpiperidin-2-yl)phenyl)-6-fluoropyridin-3-yl-3,4-dihydroisoquinolin-1(2H)-one NC1=NC(=C(C=C1N1C(C2=CC=CC=C2CC1)=O)C1=CC=C(C=C1)C1N(CCCC1)CC)F